FC1=C(C(=CC=C1)F)C1(CC1)NC1=NC=C(C(=O)NO)C=C1F 6-((1-(2,6-difluorophenyl)cyclopropyl)amino)-5-fluoro-N-hydroxynicotinamide